2-[6-(4-fluorophenyl)-4-[(6-methylpyridazin-3-yl)methylamino]quinazolin-8-yl]oxyethanol FC1=CC=C(C=C1)C=1C=C2C(=NC=NC2=C(C1)OCCO)NCC=1N=NC(=CC1)C